C(C)(C)(C)OC(N[C@@H]1[C@H](OCC(C1C)=O)C1=C(C=CC(=C1)F)F)=O N-[(2R,3S)-2-(2,5-difluorophenyl)-4-methyl-5-oxo-tetrahydropyran-3-yl]carbamic acid tert-butyl ester